ClC=1C(=C(C=CC1OC1=C(C=CC=C1)F)NC(=O)C1=NN(C=C1)C1=CN=NC=C1)N1C[C@@H](N(CC1)C)CNC N-[3-chloro-4-(2-fluorophenoxy)-2-{(3S)-4-methyl-3-[(methylamino)methyl]piperazin-1-yl}phenyl]-1-(pyridazin-4-yl)-1H-pyrazole-3-carboxamide